(1-(7-chloro-8-fluoro-2-(((2R,7aS)-2-fluorotetrahydro-1H-pyrrolizin-7a(5H)-yl)methoxy)-5-Methylpyrido[4,3-d]pyrimidin-4-yl)azetidin-3-yl)methanol ClC1=C(C=2N=C(N=C(C2C(=N1)C)N1CC(C1)CO)OC[C@]12CCCN2C[C@@H](C1)F)F